Cyclopropanesulfonic acid {3-[6-amino-8-(6-ethynyl-benzo[1,3]dioxol-5-ylsulfanyl)-purin-9-yl]-propyl}-amide NC1=C2N=C(N(C2=NC=N1)CCCNS(=O)(=O)C1CC1)SC1=CC2=C(OCO2)C=C1C#C